6-(2,4-difluorophenyl)spiro[3.3]hept-5-en-2-amine FC1=C(C=CC(=C1)F)C1=CC2(CC(C2)N)C1